C(C1=CC=CC=C1)N1C=CC2=CC=C(C=C12)C1=NNC(=C1)NC(C1=CC=C(C=C1)N1CCOCC1)=O N-(3-(1-benzyl-1H-indol-6-yl)-1H-pyrazol-5-yl)-4-morpholinylbenzamide